C(C)N(C(=O)C=1C=CC=2N(C1)C(=CN2)C=2C=CC(=NC2)NC(OC)=O)C2=CC=CC=C2 methyl N-[5-[6-[ethyl(phenyl) carbamoyl] imidazo[1,2-a]pyridin-3-yl]-2-pyridyl]carbamate